2,3,3a,7a-tetrahydro-1H-isoindole C1NCC2C=CC=CC12